(6-chloro-2-((4-methoxybenzyl)amino)-4-methylpyridin-3-yl)methanol ClC1=CC(=C(C(=N1)NCC1=CC=C(C=C1)OC)CO)C